(S)-2-((2-(4-bromo-2-chloro-5-fluorophenyl)-7-chloroimidazo[1,2-a]pyridin-3-yl)methyl)morpholine-4-carboxylic acid tert-butyl ester C(C)(C)(C)OC(=O)N1C[C@@H](OCC1)CC1=C(N=C2N1C=CC(=C2)Cl)C2=C(C=C(C(=C2)F)Br)Cl